CC=1C=CC=2N(C1[C@@H](O)C=1N=NN(C1)C1=CC=CC=C1)C=NC2 |r| rac-(6-Methyl-imidazo[1,5-a]pyridin-5-yl)-(1-phenyl-1H-[1,2,3]triazol-4-yl)-methanol